4-((4'-(methylsulfonyl)-[1,1'-biphenyl]-4-yl)oxy)-1H-1,2,3-triazole-5-carboxylic acid CS(=O)(=O)C1=CC=C(C=C1)C1=CC=C(C=C1)OC=1N=NNC1C(=O)O